BrC=1C(=C(C=C(C1)F)N1N=NC(=C1)C)OC 1-(3-bromo-5-fluoro-2-methoxyphenyl)-4-methyl-1H-1,2,3-triazole